(1-Methyl-4-nitro-1H-pyrazol-3-yl)-methanol CN1N=C(C(=C1)[N+](=O)[O-])CO